ClC=1C=C(C=CC1F)NC(N(CC1=NN=C(N1C)C1=CC=CC=C1)C1=CC=C(C=C1)OC)=O (3-chloro-4-fluorophenyl)-1-(4-methoxyphenyl)-1-((4-methyl-5-phenyl-4H-1,2,4-triazol-3-yl)methyl)urea